3-(1-((4-iodo-5-methyl-1H-pyrazol-1-yl)methyl)cyclohexyl)propanoic acid IC=1C=NN(C1C)CC1(CCCCC1)CCC(=O)O